CN1N=CC(=C1)C=1C=C(C=C(C1)C=1C=NN(C1)C)[C@@H](C)NC(=O)C1=CC=C2C=CNC2=C1 (R)-N-(1-(3,5-bis(1-methyl-1H-pyrazol-4-yl)phenyl)ethyl)-1H-indole-6-carboxamide